tert-butyl N-[5-ethylsulfanyl-1-oxido-6-[2-oxo-1-(2,2,3,3,3-pentafluoropropyl)-1,7-naphthyridin-6-yl]pyridin-1-ium-3-yl]-N-methyl-carbamate C(C)SC=1C=C(C=[N+](C1C=1C=C2C=CC(N(C2=CN1)CC(C(F)(F)F)(F)F)=O)[O-])N(C(OC(C)(C)C)=O)C